C(C)(=O)OC1=C(C(=CC=C1)OC1=CC2=C(N=C(N=C2)S(=O)(=O)C)N(C1=O)C)[N+](=O)[O-] [3-(8-methyl-2-methylsulfonyl-7-oxo-pyrido[2,3-d]pyrimidin-6-yl) oxy-2-nitro-phenyl] acetate